C(C=C)(=O)NCC1=CC=C(C=C1)C1=CC(=C(C(=C1)N(C1CCOCC1)CC)C)C(=O)NCC=1C(NC(=C2CCCCC12)C)=O 4'-(acrylamidomethyl)-5-(ethyl-(tetrahydro-2H-pyran-4-yl)amino)-4-methyl-N-((1-methyl-3-oxo-2,3,5,6,7,8-hexahydroisoquinolin-4-yl)methyl)-[1,1'-biphenyl]-3-carboxamide